C(C)(C)(C)OC(=O)N1CC(CC1)C=1C=C(C=2N(C1)C(=NC2)C)C2=C(C=C(C=C2)F)C(N(C(C)C)CC(F)F)=O.CN2C(N(CC2)C)C=2SC=CC2 1,3-dimethyl-2-(2-thienyl)imidazolidine Tert-butyl-3-(8-{2-[(2,2-difluoroethyl)(isopropyl)carbamoyl]-4-fluorophenyl}-3-methylimidazo[1,5-a]pyridin-6-yl)pyrrolidine-1-carboxylate